Methyl (3-((9-((1R,5S)-3-azabicyclo[3.1.0]hexan-6-yl)-7-methyl-8-oxo-8,9-dihydro-7H-purin-2-yl)amino)-5-(1-methyl-1H-pyrazol-4-yl)phenyl)carbamate [C@@H]12CNC[C@H]2C1N1C2=NC(=NC=C2N(C1=O)C)NC=1C=C(C=C(C1)C=1C=NN(C1)C)NC(OC)=O